ClC=1C=C(C=NC1N1N=CC(=N1)CN(C)C)NC(OC(C)(C)C)=O tert-butyl (5-chloro-6-(4-((dimethylamino)methyl)-2H-1,2,3-triazol-2-yl)pyridin-3-yl)carbamate